C3,5-di-tert-butyl-4-hydroxy-hydrocinnamate C(C)(C)(C)C=1C=C(CCC(=O)[O-])C=C(C1O)C(C)(C)C